7-{(4-methoxybenzyl)oxy}-N8,N8-dimethyl-chroman-4,8-diamine COC1=CC=C(COC2=CC=C3C(CCOC3=C2N(C)C)N)C=C1